FC(S(=O)(=O)O)(F)F.C(O)C(C(C1=CC=CC=C1)=O)(O)C1=CC=CC=C1 α-methylolbenzoin trifluoromethanesulfonate